2-((3-methoxypropyl)sulfinyl)-6-(1-methyl-1H-pyrazol-4-yl)-4-(trifluoromethyl)thieno[2,3-b]pyridin-3-amine COCCCS(=O)C1=C(C=2C(=NC(=CC2C(F)(F)F)C=2C=NN(C2)C)S1)N